2-cyclopropyl-1-(4-methyl-5-(4,4,5,5-tetramethyl-1,3,2-dioxaborolan-2-yl)pyridin-2-yl)ethan-1-one C1(CC1)CC(=O)C1=NC=C(C(=C1)C)B1OC(C(O1)(C)C)(C)C